C(C1=CC=CC=C1)N1C[C@H](C[C@H]1CO)CN(C(OC(C)(C)C)=O)C tert-butyl (((3S,5S)-1-benzyl-5-(hydroxymethyl)pyrrolidin-3-yl)methyl)(methyl)carbamate